3-(4-bromophenyl)-1-ethyl-5-(trifluoromethyl)-1H-1,2,4-triazole BrC1=CC=C(C=C1)C1=NN(C(=N1)C(F)(F)F)CC